F[C@]1(CN2C(OC1)=C(C=N2)[S@@](=O)(N)=NC(NC2=C1CCCC1=CC=1CCCC21)=O)C (R,6S)-6-fluoro-N'-((1,2,3,5,6,7-hexahydro-s-indacen-4-yl)carbamoyl)-6-methyl-6,7-dihydro-5H-pyrazolo[5,1-b][1,3]oxazine-3-sulfonimidamide